(N-[4-amino-5-[4-[2-(N,4-dimethylanilino)-2-oxo-ethoxy]benzoyl]thiazol-2-yl]-4-fluoro-anilino)propionamide NC=1N=C(SC1C(C1=CC=C(C=C1)OCC(=O)N(C1=CC=C(C=C1)C)C)=O)N(C1=CC=C(C=C1)F)C(C(=O)N)C